F[C@H]1[C@H](O[C@H]([C@@H]1O)CO)N1C(NC(C=C1)=O)=O 1-((2S,3R,4S,5S)-3-fluoro-4-hydroxy-5-(hydroxymethyl)tetrahydrofuran-2-yl)pyrimidine-2,4(1H,3H)-dione